BrCCCOC=1C=C2C(N(C(C2=CC1)=O)C1C(NC(CC1)=O)=O)=O 5-(3-bromopropoxy)-2-(2,6-dioxopiperidin-3-yl)isoindole-1,3-dione